diundecyl pimelate C(CCCCCC(=O)OCCCCCCCCCCC)(=O)OCCCCCCCCCCC